OC1=C(C=C(C=C1CC=C)C)N1N=C2C(=N1)C=CC=C2 2-(2'-hydroxy-3'-allyl-5'-methylphenyl)-2H-benzotriazole